[I-].C12C3CC=CC3C(CC1)C2 tricyclo[5.2.1.02,6]dec-4-en iodide